C[Si]1(S[Si](S1)(C)C)C 2,2,4,4-tetramethylcyclodisilathiane